C(C)(C)(C)OC(NC1=NN2C(C(N=C(C3=C2C=CC(=C3Cl)Cl)C3=C(C=CC=C3F)F)C)=N1)=O N-[7,8-dichloro-6-(2,6-difluorophenyl)-4-methyl-4H-[1,2,4]triazolo[1,5-a][1,4]benzodiazepine-2-Yl]carbamic acid tert-butyl ester